5-bromo-2,6-di(1H-pyrazol-1-yl)pyrimidine (E)-4-(1,3-dithian-2-yl)-4-methoxyphenyl-3-(2-chloropyridin-4-yl)acrylate S1C(SCCC1)C1(CC=C(C=C1)OC(\C=C\C1=CC(=NC=C1)Cl)=O)OC.BrC=1C=NC(=NC1N1N=CC=C1)N1N=CC=C1